N[C@@H](CC(=O)O)CC1=CC(=CC=C1)C(F)(F)F (R)-3-amino-4-(3-trifluoromethylphenyl)-butyric acid